C(CCCCCCCCCCC)OC(C(=C)C)=O.C(C(=C)C)(=O)OCCCCCCCCCCCCCCCCCC octadecyl methacrylate dodecyl-methacrylate